3-Ethyl-4-fluorobenzamide C(C)C=1C=C(C(=O)N)C=CC1F